OC[C@@H]1CC[C@H]2N1CCN(C2)C(=O)OC(C)(C)C tert-butyl (6S,8aR)-6-(hydroxymethyl)hexahydropyrrolo[1,2-a]pyrazine-2(1H)-carboxylate